C(=C)S(=O)(=O)NCC=1C=C(C=CC1)NC(OC(C)(C)C)=O tert-Butyl (3-(vinylsulfonamidomethyl)phenyl)carbamate